C(C)OCCOCC1CO1 ethyloxyethylglycidylether